C(=O)C1=C(C(=O)OC)C=C(C=C1)N1CCC(CC1)CO methyl 2-formyl-5-(4-(hydroxymethyl)piperidin-1-yl)benzoate